ClC1=CC(=C2C(=N1)N(C=N2)CC)Cl 5,7-dichloro-3-ethyl-3H-imidazo[4,5-b]pyridine